1-(2-chlorobenzyl)-1H-pyrrole-2-carboxylic acid ClC1=C(CN2C(=CC=C2)C(=O)O)C=CC=C1